5-bromo-1-phenylpyridin-2(1H)-one BrC=1C=CC(N(C1)C1=CC=CC=C1)=O